heptadecyl-dimethyl-benzyl-ammonium iodide [I-].C(CCCCCCCCCCCCCCCC)[N+](CC1=CC=CC=C1)(C)C